C(C)C(CN1C(C2=C(N(C(C2=C1C=1SC=CC1)=O)CC(CCCC)CC)C=1SC=CC1)=O)CCCC 2,5-bis(2-ethylhexyl)-3,6-bis(thiophen-2-yl)-2,5-dihydropyrrolo[3,4-c]pyrrole-1,4-dione